C(C1=CC=CC=C1)OC1=C(C(=C2C[C@@H](N(C2=C1)C(=O)OC(C)(C)C)CN(CC(C)C)C(=O)OC(C)(C)C)F)N(C(C(F)(F)F)=O)CC(=O)OC(C)(C)C tert-butyl (2R)-6-(benzyloxy)-2-{[(tert-butoxycarbonyl)(2-methylpropyl)amino]methyl}-5-[(2-tert-butoxy-2-oxoethyl)(trifluoroacetyl)amino]-4-fluoro-2,3-dihydro-1H-indole-1-carboxylate